C(C)OC1=NC(=NC=C1C(NC=1C=C(C=2N(C1)C=C(N2)C)F)=O)N2CC(N(CC2)C(=O)OC(C)(C)C)CC tert-butyl 4-(4-ethoxy-5-((8-fluoro-2-methylimidazo[1,2-a]pyridin-6-yl) carbamoyl) pyrimidin-2-yl)-2-ethylpiperazine-1-carboxylate